diphenylsilylene(tetramethylcyclopentadienyl)(tetrahydroindenyl)zirconium dichloride [Cl-].[Cl-].C1(=CC=CC=C1)[Si](=[Zr+2](C1CCC2CC=CC=C12)C1(C(=C(C(=C1)C)C)C)C)C1=CC=CC=C1